FC=1C=C(C=CC1OC)C1=CN=C2N1C=CN=C2NC2=CC(=C(C(=O)NCC1(CNC1)O)C=C2)C 4-[[3-(3-fluoro-4-methoxyphenyl)imidazo[1,2-a]pyrazin-8-yl]amino]-N-[(3-hydroxyazetidin-3-yl)methyl]-2-methylbenzamide